FC12CCC(CC1)(CC2)NC(=O)NCC2=CC(=NC=C2)OCC(C)F 1-(4-fluoro-1-bicyclo[2.2.2]octanyl)-3-[[2-(2-fluoropropoxy)pyridin-4-yl]methyl]urea